(3-ethyl-5-fluoroimidazol-4-yl)methanol C(C)N1C=NC(=C1CO)F